C1(CCC1)=C1C[C@H](N(C1=O)C(=O)OC(C)(C)C)C(=O)OC O1-tert-butyl O2-methyl (2S)-4-cyclobutylidene-5-oxo-pyrrolidine-1,2-dicarboxylate